6-(5-{cyclopropyl[(1R,3S,5S)-1,5-dimethyl-8-azabicyclo[3.2.1]octan-3-yl]amino}pyrazin-2-yl)-5-hydroxy-N,N-dimethyl-1-benzofuran-2-carboxamide C1(CC1)N(C=1N=CC(=NC1)C1=CC2=C(C=C(O2)C(=O)N(C)C)C=C1O)C1C[C@]2(CC[C@@](C1)(N2)C)C